N-methyl-N-(2-((4-methylphenyl)ethynyl)phenyl)acrylamide CN(C(C=C)=O)C1=C(C=CC=C1)C#CC1=CC=C(C=C1)C